COC1=CC=2C(C3=CC=CC=C3N(C2C=C1)CCC)=O 2-methoxy-10-propylacridin-9(10H)-one